O1CCC(CC1)CNC(CCCCCCC=C)CCCCCCCC 9-(((tetrahydro-2H-pyran-4-yl)methyl)amino)heptadecaneN